O(C[Sn](CCCC)(CCCC)CCCC)C[Sn](CCCC)(CCCC)CCCC (oxybis(methylene))bis(tributylstannane)